C(C)C(CCCC)C=1OC2=CC=CC=C2C(C1)=O 2-(1-ethylpentyl)chromone